N-(1-(9-(4-methoxybenzyl)-2-(6-methylpyridin-2-yl)-9H-purin-6-yl)-1H-pyrrolo[3,2-c]pyridin-4-yl)oxazol-2-ylamine COC1=CC=C(CN2C3=NC(=NC(=C3N=C2)N2C=CC=3C(=NC=CC32)NC=3OC=CN3)C3=NC(=CC=C3)C)C=C1